ClC=1N=C2C(=C(C(N(C2=CC1)C)=O)C#N)N1C[C@@H]([C@@H](CC1)NC1=CC=C(C=C1)F)C 6-chloro-4-((3s,4r)-4-((4-fluorophenyl)amino)-3-methyl-piperidin-1-yl)-1-methyl-2-oxo-1,5-naphthyridine-3-carbonitrile